CCCCCCCCCCCCCCCCCCCCCCC(C(=O)O)O The molecule is a very long-chain hydroxy fatty acid composed of lignoceric acid having a 2-hydroxy substituent. It is a straight-chain fatty acid, a 2-hydroxy fatty acid and a very long-chain fatty acid. It derives from a tetracosanoic acid. It is a conjugate acid of a 2-hydroxytetracosanoate.